2-[(2S)-4-[7-(8-chloro-1-naphthyl)-2-[[(2S)-pyrrolidin-2-yl]methoxy]-6,8-dihydro-5H-pyrido[3,4-d]pyrimidin-4-yl]-1-prop-2-enoyl-piperazin-2-yl]acetonitrile TFA salt OC(=O)C(F)(F)F.ClC=1C=CC=C2C=CC=C(C12)N1CC=2N=C(N=C(C2CC1)N1C[C@@H](N(CC1)C(C=C)=O)CC#N)OC[C@H]1NCCC1